(2-(4-((1S,3R)-6-(benzyloxy)-3-methyl-2-(2,2,2-trifluoroethyl)-1,2,3,4-tetrahydroisoquinolin-1-yl)-3,5-difluorophenoxy)ethyl)carbamic acid tert-butyl ester C(C)(C)(C)OC(NCCOC1=CC(=C(C(=C1)F)[C@H]1N([C@@H](CC2=CC(=CC=C12)OCC1=CC=CC=C1)C)CC(F)(F)F)F)=O